3-(3-Chloro-4-fluorophenyl)-1-(cyclohexylmethyl)-1-(1-(1-oxo-1,2-dihydroisoquinolin-4-yl)ethyl)urea ClC=1C=C(C=CC1F)NC(N(C(C)C1=CNC(C2=CC=CC=C12)=O)CC1CCCCC1)=O